C1(CC=CC1)CO cyclopent-3-en-1-ylmethanol